CC1=CC=C2C(=NN=C(C2=C1)C1=C(C=C(C=C1)C(F)(F)F)O)N[C@H]1CN(CCC1)C (R)-2-(7-methyl-4-((1-methylpiperidin-3-yl)amino)phthalazin-1-yl)-5-(trifluoromethyl)phenol